FC1=C(C=C(C(=C1)F)F)CC(=O)O.C(C)(C)(C)C1=CC=CC2=CC3=C(C=CC=C3C(=C12)OC(=O)C1C(C2C(=CC1C2)C)C(=O)O)C(C)(C)C 1,5-bis(tert-butyl)-9-[2-carboxy(3,6-methano-4-methyl-4-cyclohexenyl)]carbonyloxyanthracene 2,4,5-trifluoro-phenylacetate